O=C1CCC=2C(=CC=NC2N1)OC1=CC(=C(C=C1)NC(OCC(Cl)(Cl)Cl)=O)C(F)(F)F 2,2,2-trichloroethyl N-[4-[(7-oxo-6,8-dihydro-5H-1,8-naphthyridin-4-yl)oxy]-2-(trifluoromethyl)phenyl]carbamate